ClC1=CC=C(C=C1)OCCCC(CC(F)(F)F)I 1-Chloro-4-((6,6,6-trifluoro-4-iodohexyl)oxy)benzene